7-chloro-2-(furan-2-yl)-[1,2,4]triazolo[1,5-c]pyrimidin-5-amine ClC1=CC=2N(C(=N1)N)N=C(N2)C=2OC=CC2